C(CC)N(CCC)C1=C(C=CC(=C1)S(=O)(=O)O)OC 2-(N,N-dipropyl)aminoanisole-4-sulfonic acid